1,1,1-Trifluoro-N-(2-((3R,4S)-4-hydroxy-3-((1-methyl-3-phenyl-1H-pyrazol-5-yl)methyl)chroman-7-yl)phenyl)methansulfonamid FC(S(=O)(=O)NC1=C(C=CC=C1)C1=CC=C2[C@H]([C@@H](COC2=C1)CC1=CC(=NN1C)C1=CC=CC=C1)O)(F)F